Cl.N[C@@H]1CN(CCCC1)C1=NN(C(C2=CC=CC=C12)=O)C1=CC=C(C=C1)F (S)-4-(3-Aminoazepan-1-yl)-2-(4-fluorophenyl)phthalazin-1(2H)-one-hydrochloride